ClC1=CC=C(C(=O)C2=C(C(=O)O)C=C(C=C2F)C(=O)C2=NN(C=C2)C)C=C1 2-(4-chlorobenzoyl)-3-fluoro-5-(1-methyl-1H-pyrazole-3-carbonyl)benzoic acid